(5Z)-2-[(3-Hydroxy-1-adamantyl)amino]-5-(1H-indazol-5-ylmethylene)-3-methyl-imidazol-4-one OC12CC3(CC(CC(C1)C3)C2)NC2=N\C(\C(N2C)=O)=C/C=2C=C3C=NNC3=CC2